isostearyloleate C(CCCCCCCCCCCCCCC(C)C)OC(CCCCCCC\C=C/CCCCCCCC)=O